1-((3R,10R,13S)-3-azido-10,13-dimethyl-2,3,4,7,8,9,10,11,12,13,14,15-dodecahydro-1H-cyclopenta[a]phenanthren-17-yl)-4-methyl-1H-imidazole N(=[N+]=[N-])[C@@H]1CC[C@@]2(C3CC[C@@]4(C(=CCC4C3CC=C2C1)N1C=NC(=C1)C)C)C